((S)-3-hydroxymethyl-morpholin-4-yl)-methanone OC[C@@H]1N(CCOC1)C=O